NC(CNC(=O)C1=NC(=CN=C1)C=1NC2=C(C(=CC=C2C1)Cl)F)(C)C N-(2-amino-2-methylpropyl)-6-(6-chloro-7-fluoro-1H-indol-2-yl)pyrazine-2-carboxamide